(5-(5-methyl-3,4,5,6-tetrahydropyridin-2-yl)benzo[d]thiazol-2-yl)methanamine CC1CCC(=NC1)C=1C=CC2=C(N=C(S2)CN)C1